2-[(3R)-3-(cyclopropylmethoxy)[1,4'-bipiperidine]-1'-yl]-N-[(3,5-difluoropyridin-2-yl)methyl]-1,3-thiazole-5-carboxamide C1(CC1)CO[C@H]1CN(CCC1)C1CCN(CC1)C=1SC(=CN1)C(=O)NCC1=NC=C(C=C1F)F